(R)-4-((R)-2-methylpiperidin-1-yl)butane C[C@H]1N(CCCC1)CCCC